2-((S)-1-Acryloyl-4-((S)-7-(8-chloro-3,4-dihydroquinolin-1(2H)-yl)-2-(3-(dimethylamino)azetidin-1-yl)-5,6,7,8-tetrahydroquinazolin-4-yl)piperazin-2-yl)acetonitrile C(C=C)(=O)N1[C@H](CN(CC1)C1=NC(=NC=2C[C@H](CCC12)N1CCCC2=CC=CC(=C12)Cl)N1CC(C1)N(C)C)CC#N